(R)-1-((5,5-difluoro-1-(3-methyl-6-((4-(trifluoromethoxy)pyridin-2-yl)amino)pyridine-2-carbonyl)piperidin-2-yl)methyl)pyrrolidinone FC1(CC[C@@H](N(C1)C(=O)C1=NC(=CC=C1C)NC1=NC=CC(=C1)OC(F)(F)F)CN1C(CCC1)=O)F